C1(CCC1)C=1C(=NN(C1NC(CC1(CCC1)C(F)(F)F)=O)C)C1=CN=C(S1)C(F)(F)F N-(4-cyclobutyl-1-methyl-3-(2-(trifluoromethyl)thiazol-5-yl)-1H-pyrazol-5-yl)-2-(1-(trifluoromethyl)cyclobutyl)acetamide